ClC=1C=C2C(=C3C1NC(NC31CCCCC1)=O)OC(=N2)CN2C[C@@H](CC2)C(=O)OC methyl (3R)-1-{5-chloro-7-oxo-7,8-dihydro-6H-spiro[[1,3]oxazolo[5,4-f]quinazoline-9,1'-cyclohexane]-2-ylmethyl}pyrrolidine-3-carboxylate